(S)-2-(2-chlorophenyl)-2-(6,7-dihydrothieno[3,2-c]pyridin-5(4H)-yl)acetonitrile ClC1=C(C=CC=C1)[C@@H](C#N)N1CC2=C(CC1)SC=C2